tert-butyl (S)-1-((tert-butoxycarbonyl)amino)-6-fluoro-1,3-dihydrospiro[indene-2,4'-piperidine]-1'-carboxylate C(C)(C)(C)OC(=O)N[C@@H]1C2=CC(=CC=C2CC12CCN(CC2)C(=O)OC(C)(C)C)F